C[Si](CCC=1NC=CN1)(C)C (2-(trimethylsilyl)ethyl)imidazole